Ethyl 3-[(but-3-en-1-yl) [(tert-butoxy) carbonyl]amino]propanoate C(CC=C)N(CCC(=O)OCC)C(=O)OC(C)(C)C